C(C)(C)(C)OC(=O)N1CC(C(CC1)OCC=1C(=NOC1C1CC1)C1=C(C=CC=C1Cl)Cl)(F)F 4-((5-cyclopropyl-3-(2,6-dichlorophenyl)isoxazol-4-yl)methoxy)-3,3-difluoropiperidine-1-carboxylic acid tert-butyl ester